OC1=CC=C2C[C@H](N(CC2=C1)C(=O)OC(C)(C)C)C(N[C@@H]1CCCC2=CC=CC=C12)=O tert-butyl (S)-7-hydroxy-3-(((R)-1,2,3,4-tetrahydronaphthalen-1-yl)carbamoyl)-3,4-dihydroisoquinoline-2(1H)-carboxylate